C1N(CC12CCOCC2)[C@H](C)C=2C=CC(=NC2)NC2=NC=NC(=C2)NC2=NC=CC=C2S(=O)(=O)C (R)-N4-(5-(1-(7-oxa-2-azaspiro[3.5]nonan-2-yl)ethyl)pyridine-2-yl)-N6-(3-(methylsulfonyl)pyridin-2-yl)pyrimidine-4,6-diamine